1,3-difluoro-2-propanol FCC(CF)O